C12N(CC(NC1)CC2)C2=NC(=NC=1C(N(N=CC12)C1=CC(=CC2=CC=C(C(=C12)CC)F)O)=O)OC([2H])([2H])C1(CC1)CN1CCCC1 4-(2,5-Diazabicyclo[2.2.2]octan-2-yl)-7-(8-ethyl-7-fluoro-3-hydroxynaphthalen-1-yl)-2-((1-(pyrrolidin-1-ylmethyl)cyclopropyl)methoxy-d2)pyrimido[4,5-d]pyridazin-8(7H)-one